8-bromo-3-(3,3-difluoro-2-(hydroxymethyl)propyl)-7-methyl-3,7-dihydro-1H-purine-2,6-dione BrC1=NC=2N(C(NC(C2N1C)=O)=O)CC(C(F)F)CO